2-fluoro-6-methyl-3-(4,4,5,5-tetramethyl-1,3,2-dioxaborolan-2-yl)pyridine FC1=NC(=CC=C1B1OC(C(O1)(C)C)(C)C)C